C(C)(C)C1=CC(=CC(=N1)ONC1=CC=CC=C1)C1=NC=CC=C1 (6'-isopropyl-[2,4'-bipyridyl]-2'-yloxy)aniline